ClC=1C=C(C(=O)NC(C)C2=NC(=NN2C2=NC=C(C=C2)C#N)C(=O)O)C=C(C1)C(F)(F)F 5-[1-[[3-chloro-5-(trifluoromethyl)benzoyl]amino]ethyl]-1-(5-cyano-2-pyridyl)-1,2,4-triazole-3-carboxylic acid